1-methyl-3-(1-carboxyl)ethylimidazole bromide [Br-].CN1CN(C=C1)C(C)C(=O)O